N-(4-((3S,5R)-3-amino-5-methylpiperidin-1-yl)-5-fluoropyridin-3-yl)-2,2',6,6'-Tetrafluoro-[1,1'-biphenyl]-3-carboxamide dihydrochloride Cl.Cl.N[C@@H]1CN(C[C@@H](C1)C)C1=C(C=NC=C1F)NC(=O)C=1C(=C(C(=CC1)F)C1=C(C=CC=C1F)F)F